tert-butyl 5-(hydroxymethyl)indoline-1-carboxylate OCC=1C=C2CCN(C2=CC1)C(=O)OC(C)(C)C